C(C1=CC=CC=C1)OC1=CC=C(C=N1)C1C=C(CCO1)C=1N=C(C=2N=C(N(C(C2N1)=O)C)C)C12CC(C1)(C2)C(F)(F)F 6-[6-(6-benzyloxy-3-pyridyl)-3,6-dihydro-2H-pyran-4-yl]-2,3-dimethyl-8-[3-(trifluoromethyl)-1-bicyclo[1.1.1]pentanyl]pyrimido[5,4-d]pyrimidin-4-one